FC(C)C1(CCCC1)C(=O)ON1C(C2=CC=CC=C2C1=O)=O 1,3-dioxoisoindol-2-yl 1-(1-fluoroethyl)cyclopentane-1-carboxylate